[C@H]12CC(C[C@H](CC1)N2)N(C(C2=CC(=C(C=C2)[C@@H]2[C@H](C2)C=2C1=C(N=C(N2)C)SC=C1)F)=O)C N-((1R,3s,5S)-8-azabicyclo[3.2.1]oct-3-yl)-3-fluoro-N-methyl-4-((1S,2S)-2-(2-methylthieno[2,3-d]pyrimidin-4-yl)cyclopropyl)benzamide